Cl.COC([C@@H](CC1=CC(=CC=C1)C1=CC=NN1)N)=O (2R)-2-amino-3-[3-(1H-pyrazol-5-yl)phenyl]propanoic acid methyl ester hydrochloride